(S)-2-(6-(1-amino-1,3-dihydrospiro[indene-2,4'-piperidine]-1'-yl)-2H-pyrazolo[3,4-d]pyrimidin-2-yl)-3-chlorobenzonitrile N[C@@H]1C2=CC=CC=C2CC12CCN(CC2)C=2N=CC=1C(N2)=NN(C1)C1=C(C#N)C=CC=C1Cl